resorcinol bis-trimellitate C(C=1C(C(=O)O)=CC(C(=O)O)=CC1)(=O)O.C(C=1C(C(=O)O)=CC(C(=O)O)=CC1)(=O)O.C1(O)=CC(O)=CC=C1